BrCCCOC1=CC=C(C=C1)C(\C=C\C1=CC=C(C=C1)Br)=O (E)-1-(4-(3-bromopropyloxy)phenyl)-3-(4-bromophenyl)prop-2-en-1-one